O=C1N(CC2=C3C(=CC=C12)C1(CCN(CC1)CC1=NN=CN1C1=CC=CC=C1)CO3)C3C(NC(CC3)=O)=O 3-(6-oxo-1'-((4-phenyl-4H-1,2,4-triazol-3-yl)methyl)-6,8-dihydro-2H,7H-spiro[furo[2,3-e]isoindole-3,4'-piperidin]-7-yl)piperidine-2,6-dione